5-bromo-2-methylphenyl-hydrazine hydrochloride salt Cl.BrC=1C=CC(=C(C1)NN)C